FC(\C=C\C(F)(F)F)(F)F trans-1,1,1,4,4,4-hexafluoro-2-butanene